methyl-5-bromo-2-(methylthio)pyrimidine CC1=NC(=NC=C1Br)SC